CN1C2=C(C=3C=CC(=CC13)C=1C=CC(=NC1)OC1CC(C1)OC1CCN(CC1)CCCC#CCOC=1C=C3CN(C(C3=CC1)=O)C1C(NC(CC1)=O)=O)C=NC=C2 3-(5-((6-(4-((1r,3r)-3-((5-(5-methyl-5H-pyrido[4,3-b]indol-7-yl)pyridin-2-yl)oxy)cyclobutoxy)piperidin-1-yl)hex-2-yn-1-yl)oxy)-1-oxoisoindolin-2-yl)piperidine-2,6-dione